O1[C@@H](CC1)CN1C=NC2=C1C=C(C=C2)C(=O)OC methyl (((S)-oxetan-2-yl)methyl)-1H-benzo[d]imidazole-6-carboxylate